3-(4-chlorophenyl)-1-[3-(3,5-dichlorophenyl)phenyl]Urea ClC1=CC=C(C=C1)NC(NC1=CC(=CC=C1)C1=CC(=CC(=C1)Cl)Cl)=O